(S)-N-(3-bromopropyl)-N-(4-fluoro-3-methylphenyl)-1-(6-methyl-4-(trifluoromethyl)pyridin-2-yl)pyrrolidine-2-carboxamide BrCCCN(C(=O)[C@H]1N(CCC1)C1=NC(=CC(=C1)C(F)(F)F)C)C1=CC(=C(C=C1)F)C